[C@H]12CN(C[C@H](CC1)N2)C2=NC(=NC1=C(C(=CC=C21)C2=CNC1=CC=CC(=C21)COC)F)OCC21CCCN1CCC2 4-((1R,5S)-3,8-diazabicyclo[3.2.1]octan-3-yl)-8-fluoro-7-(4-(methoxymethyl)-1H-indol-3-yl)-2-((tetrahydro-1H-pyrrolizin-7a(5H)-yl)methoxy)quinazoline